CN(C(=O)[C@@H]1CC[C@H]2N1C([C@H](CN(CC2)C(CC2=CC=CC=C2)=O)NC(OC(C)(C)C)=O)=O)C2=CC=CC=C2 tert-butyl ((5S,8S,10aR)-8-(methyl(phenyl)carbamoyl)-6-oxo-3-(2-phenylacetyl)decahydropyrrolo[1,2-a][1,5]diazocin-5-yl)carbamate